NC1(CC1)CCN1CC(C1)N1N=C(N=N1)CN1N=C(C(=C1)N1CC=C2N1C=CC=N2)C2=C(C=CC(=C2)OC(F)F)OC(F)F N-(1-((2-(1-(2-(1-aminocyclopropyl)ethyl)azetidin-3-yl)-2H-tetrazol-5-yl)methyl)-3-(2,5-bis(difluoromethoxy)phenyl)-1H-pyrazol-4-yl)pyrazolo[1,5-a]pyrimidine